4-phenylbenzofuro[3,2-d]Pyrimidine C1(=CC=CC=C1)C=1C2=C(N=CN1)C1=C(O2)C=CC=C1